3-((2-Bromoethoxy)methyl)thiophene dianthranyl-phosphate C1(=CC=CC2=CC3=CC=CC=C3C=C12)OP(=O)(OC1=CC=CC2=CC3=CC=CC=C3C=C12)O.BrCCOCC1=CSC=C1